CC1=CC=C2C(=N1)C(=NN2CC(N2[C@@H](CCC2)C(F)(F)F)=O)C2CN(C2)C(=O)OC(C)(C)C tert-Butyl 3-(5-methyl-1-{2-oxo-2-[(2S)-2-(trifluoromethyl)pyrrolidin-1-yl]ethyl}-1H-pyrazolo[4,3-b]pyridin-3-yl)azetidine-1-carboxylate